2,3-diamino-5-hydroxy-pyridine NC1=NC=C(C=C1N)O